C1(CCC1)CCC(C(=O)OCCCCCCN(CCCCCCOC(C(CCCCCCCC)CCC1CCC1)=O)CCCCO)CCCCCCCC ((4-hydroxybutyl)azanediyl)bis(hexane-6,1-diyl) bis(2-(2-cyclobutylethyl)decanoate)